C1(CC1)N(C(CC1=CC(=C(C=C1)Cl)Cl)=O)C[C@H](C=1C=NC=CC1)O N-cyclopropyl-2-(3,4-dichlorophenyl)-N-[(2S)-2-hydroxy-2-(3-pyridyl)ethyl]acetamide